2,4,5,2',5'-pentachlorobiphenyl ClC1=C(C=C(C(=C1)Cl)Cl)C1=C(C=CC(=C1)Cl)Cl